2-(2,2-difluoroethyl)-5-(difluoromethyl)pyrazole-3-carboxylic acid FC(CN1N=C(C=C1C(=O)O)C(F)F)F